CN1C(=NN=C1C1=CC2=CC=CC=C2C=C1)S(=O)(=O)CC(=O)NC1=CC=CC=C1 2-{[4-methyl-5-(2-naphthyl)-4H-1,2,4-triazol-3-yl]sulfonyl}-N-phenylacetamide